1-(3-((4-((5-(benzofuran-5-yl)-2-methoxyphenyl)amino)-7-methoxyquinazolin-6-yl)oxy)azetidin-1-yl)prop-2-en-1-one O1C=CC2=C1C=CC(=C2)C=2C=CC(=C(C2)NC2=NC=NC1=CC(=C(C=C21)OC2CN(C2)C(C=C)=O)OC)OC